C(C)NC(=O)C1=CC2=C(N[C@H](CN2)[C@H](NC[C@H](C)C=2C=NC(=CC2)C(F)(F)F)C2=CC=CC=C2)N=C1 |o1:16| (R)-N-ethyl-3-((R)-phenyl(((R or S)-2-(6-(trifluoromethyl)pyridin-3-yl)propyl)amino)methyl)-1,2,3,4-tetrahydropyrido[2,3-b]pyrazine-7-carboxamide